methyl 5-[(5-chloro-2-nitrophenyl)amino]-1,3-thiazole-2-carboxylate ClC=1C=CC(=C(C1)NC1=CN=C(S1)C(=O)OC)[N+](=O)[O-]